7-amino-2-[2-(1-methyl-1H-imidazol-2-yl)prop-2-en-1-yl]-4-(1-methyl-1H-indazol-6-yl)-2,3-dihydro-1H-isoindol-1-one NC=1C=CC(=C2CN(C(C12)=O)CC(=C)C=1N(C=CN1)C)C1=CC=C2C=NN(C2=C1)C